COC1=CC2=C(OCCC(N2C)=O)C=C1OC 7,8-Dimethoxy-5-methyl-4-oxo-2,3,4,5-tetrahydrobenzo[b][1,4]oxazepine